O=C1NC(CCC1C=1C(=C(OCC(=O)N)C=CC1)C)=O 2-(3-(2,6-dioxopiperidin-3-yl)-2-methylphenoxy)acetamide